N1C=CC=2C1=NC=C(C2)OC2=C(C(=O)OC)C=CC(=C2)N2CCN(CC2)CC2=C(CC(CC2)(C)C)C21CC(C2)(C1)C(F)(F)F methyl 2-((1H-pyrrolo[2,3-b]pyridin-5-yl)oxy)-4-(4-((4,4-dimethyl-2-(3-trifluoromethylbicyclo[1.1.1]pentan-1-yl)cyclohex-1-en-1-yl)methyl)piperazin-1-yl)benzoate